ClC1=C(C=CC=C1)CC(CN1N=CN=C1)(O)C(C)(C)C 1-[(2-chlorophenyl)methyl]-1-(1,1-dimethylethyl)-2-(1,2,4-triazol-1-yl)ethanol